6-bromo-N-(4-fluorophenyl)-3-methylpyridine-2-carboxamide BrC1=CC=C(C(=N1)C(=O)NC1=CC=C(C=C1)F)C